BrCCCCN1C2=CC=CC=C2C=2C=CC=CC12 9-(4-bromobutyl)-9H-carbazole